2,5-dimethyl-o-phenylenediamine CC1(C(C=C(C=C1)C)N)N